CCCCC/C=C\\C/C=C\\C/C=C\\C/C=C\\C/C=C\\CCCCCCCCC(=O)SCCNC(=O)CCNC(=O)[C@@H](C(C)(C)COP(=O)(O)OP(=O)(O)OC[C@@H]1[C@H]([C@H]([C@@H](O1)N2C=NC3=C(N=CN=C32)N)O)OP(=O)(O)O)O The molecule is an unsaturated fatty acyl-CoA that results from the formal condensation of the thiol group of coenzyme A with the carboxy group of (10Z,13Z,16Z,19Z,22Z)-octacosapentaenoic acid. It is an unsaturated fatty acyl-CoA and an ultra-long-chain fatty acyl-CoA. It derives from a (10Z,13Z,16Z,19Z,22Z)-octacosapentaenoic acid. It is a conjugate acid of a (10Z,13Z,16Z,19Z,22Z)-octacosapentaenoyl-CoA(4-).